2-(5-(3-(cyclobutylethynyl)phenyl)-1-(3-fluoro-4-sulfamoylbenzyl)-2-phenethyl-1H-pyrrol-3-yl)thiazole-4-carboxylic acid C1(CCC1)C#CC=1C=C(C=CC1)C1=CC(=C(N1CC1=CC(=C(C=C1)S(N)(=O)=O)F)CCC1=CC=CC=C1)C=1SC=C(N1)C(=O)O